4-((1-(5-(6-(trifluoromethyl)pyridin-2-yl)-2,5-diazabicyclo[2.2.2]octane-2-carbonyl)cyclopentyl)amino)benzonitrile FC(C1=CC=CC(=N1)N1C2CN(C(C1)CC2)C(=O)C2(CCCC2)NC2=CC=C(C#N)C=C2)(F)F